C(CCCCC(=O)O)(=O)O.C(O)C(CO)(CC)CO 2,2-dimethylolbutanol adipate